5-(2,4-dimethylbenzyl)-3-(3-hydroxynaphthalen-1-yl)-6-oxo-5,6-dihydropyrimido[5,4-c]pyridazin CC1=C(CN2C(N=CC=3N=NC(=CC32)C3=CC(=CC2=CC=CC=C32)O)=O)C=CC(=C1)C